N-(amino(3-fluoro-5-(2-hydroxypropan-2-yl)thiophen-2-yl)(oxo)-λ6-sulfaneylidene)-2-(5-fluoro-2,4-diisopropylpyridin-3-yl)acetamide NS(=NC(CC=1C(=NC=C(C1C(C)C)F)C(C)C)=O)(=O)C=1SC(=CC1F)C(C)(C)O